COC([O-])=O.[Na+].C(C1=CC=CC=C1)Cl benzyl chloride sodium methyl-carbonate